2,4,5-Trichlorophenoxyacetic acid, amyl ester ClC1=C(OCC(=O)OCCCCC)C=C(C(=C1)Cl)Cl